2-(3-((2-methoxy-4-(methylsulfonyl)phenyl)amino)prop-1-yn-1-yl)-N-((1S,4S)-4-(3-methoxypiperidin-1-yl)cyclohexyl)-1-(2,2,2-trifluoroethyl)-1H-indol-4-amine COC1=C(C=CC(=C1)S(=O)(=O)C)NCC#CC=1N(C=2C=CC=C(C2C1)NC1CCC(CC1)N1CC(CCC1)OC)CC(F)(F)F